CC1=C(C(NC=2CCCCC12)=O)CNC(C1=CC=C(C=C1)C=1C=NC(=CC1)C(F)(F)F)=O N-((4-methyl-2-oxo-1,2,5,6,7,8-hexahydroquinolin-3-yl)methyl)-4-(6-(trifluoromethyl)pyridin-3-yl)benzamide